1-(4-(tert-butyl)-2-chlorophenyl)cyclohexane-1,4-diamine C(C)(C)(C)C1=CC(=C(C=C1)C1(CCC(CC1)N)N)Cl